3-(4-(1-(3-((tert-Butoxycarbonyl)amino)propyl)-1H-pyrazol-4-yl)-phenoxy)-2-((1,3-dioxoisoindolin-2-yl)oxy)-2-methylpropanoic acid tert-butyl ester C(C)(C)(C)OC(C(COC1=CC=C(C=C1)C=1C=NN(C1)CCCNC(=O)OC(C)(C)C)(C)ON1C(C2=CC=CC=C2C1=O)=O)=O